CC1=CC(=NN1CC(F)(F)F)NC(=O)[C@H]1N(C[C@@H](C1)F)C(=O)OC(C)(C)C tert-butyl (2S,4R)-2-((5-methyl-1-(2,2,2-trifluoroethyl)-1H-pyrazol-3-yl) carbamoyl)-4-fluoropyrrolidine-1-carboxylate